(S)-1-(6-amino-2,3-difluorobenzyl)-3,4-dimethyl-2-oxo-N-(2,4,6-trifluorobenzyl)-1,2,3,4-tetrahydroquinazoline-7-carboxamide NC1=CC=C(C(=C1CN1C(N([C@H](C2=CC=C(C=C12)C(=O)NCC1=C(C=C(C=C1F)F)F)C)C)=O)F)F